BrCCCCCCOC=1C=C(C=C(C(=O)OC)C1)C(=O)OC Dimethyl 5-((6-bromohexyl)oxy)isophthalate